N-hexadecyl-3-tetrahydropyranyloxypyridin-4-one C(CCCCCCCCCCCCCCC)N1C=C(C(C=C1)=O)OC1OCCCC1